C(C)(=O)N1CCN(CC1)C=1OC2=C(C=C(C=C2C(C1)=O)C)[C@H](C)NC1=C(C(=O)O)C=CC=C1 (S)-2-((1-(2-(4-acetylpiperazin-1-yl)-6-methyl-4-oxo-4H-chromen-8-yl)ethyl)amino)benzoic acid